ClC1=C(C=CC=C1)OC chloroanisol